tert-Butyl (R)-4-(3-chlorophenyl)-3-methylpiperazine-1-carboxylate ClC=1C=C(C=CC1)N1[C@@H](CN(CC1)C(=O)OC(C)(C)C)C